benzyl 6-(oxiran-2-yl)hexanoate O1C(C1)CCCCCC(=O)OCC1=CC=CC=C1